7-Fluoro-3a-methyl-2,3,3a,4-tetrahydro-1H-cyclopenta[b]quinoline FC1=CC=2C=C3C(NC2C=C1)(CCC3)C